NC1=CC(=C(C(=N1)C1=C(C=CC=C1C)C)C(F)(F)F)O 6-amino-2-(2,6-dimethylphenyl)-3-(trifluoromethyl)pyridin-4-ol